6-(4-acetylpiperazin-1-yl)-2-[(2R)-3-(3,4-dihydro-1h-isoquinolin-2-yl)-2-hydroxypropyl]-3,4-dihydroisoquinolin-1-one C(C)(=O)N1CCN(CC1)C=1C=C2CCN(C(C2=CC1)=O)C[C@@H](CN1CC2=CC=CC=C2CC1)O